sodium lauroyloxybenzenesulfonic acid salt C(CCCCCCCCCCC)(=O)OC1=C(C=CC=C1)S(=O)(=O)[O-].[Na+]